ClC=1C(=NC(=NC1)N[C@H]1CNCC1)C1=CNC2=NC(=CC=C21)C (R)-5-chloro-4-(6-methyl-1H-pyrrolo[2,3-b]pyridin-3-yl)-N-(pyrrolidin-3-yl)pyrimidin-2-amine